NCCCN(C(=O)NC1=CC(=C(C=C1)F)Cl)C(C)C1=CNC(C2=CC=CC=C12)=O (3-aminopropyl)-3-(3-chloro-4-fluorophenyl)-1-(1-(1-oxo-1,2-dihydroisoquinolin-4-yl)ethyl)urea